CC1CCN(C1=O)C diMethylpyrrolidone